C(C1=CC=CC=C1)OC(N[C@H]1CN(CCC1)C1=NC=NC=2CC3(OCCO3)CCC12)=O (R)-(1-(5,8-dihydro-6H-spiro[quinazolin-7,2'-[1,3]dioxolan]-4-yl)piperidin-3-yl)carbamic acid benzyl ester